3-(TRIFLUOROMETHYL)-5-VINYLPHENYLBORONIC ACID FC(C=1C=C(C=C(C1)C=C)B(O)O)(F)F